ClC1=C(C(=CC=C1)Cl)C=1C(N=CN2N=C(C=CC21)OC2=CC=C(C=C2)F)=O 5-(2,6-dichlorophenyl)-2-(4-fluorophenoxy)-6H-pyrimido[1,6-b]pyridazin-6-one